6,7-dichloro-3-(4,4,4-trifluorobutyl)-1,3,4,9-tetrahydro-[1,2,6]thiadiazino[4,3-g]indole 2,2-dioxide ClC=1C=2C(=CNC2C2=C(C1)CN(S(N2)(=O)=O)CCCC(F)(F)F)Cl